(7-(6-(2-azabicyclo[2.2.2]octan-2-yl)pyridin-3-yl)pyrazolo[1,5-a]pyridin-3-yl)(piperidin-1-yl)methanone C12N(CC(CC1)CC2)C2=CC=C(C=N2)C2=CC=CC=1N2N=CC1C(=O)N1CCCCC1